2-Nitrophenyl-sulfonic acid [N+](=O)([O-])C1=C(C=CC=C1)S(=O)(=O)O